imino-methyl-(2-methyl-4-nitro-phenyl)-oxo-λ^{6}-sulfane N=S(=O)(C1=C(C=C(C=C1)[N+](=O)[O-])C)C